(R)-methyl 2-amino-3-(3-(2-ethyl-4-methylpyridin-3-yl)-5-fluorobenzamido)propanoate N[C@@H](C(=O)OC)CNC(C1=CC(=CC(=C1)F)C=1C(=NC=CC1C)CC)=O